Cl.C(C)N(CCNC=1C=CC2=C3N(C=4C=CC(=CC4C(C13)=O)OC)C(=N2)C)CC 5-{[2-(diethylamino)ethyl]amino}-8-methoxy-1-methyl-6h-imidazo[4,5,1-de]acridin-6-one hydrochloride